ethyl 1-cyclopropyl-6,7-difluoro-5-methyl-4-oxoquinoline-3-carboxylate C1(CC1)N1C=C(C(C2=C(C(=C(C=C12)F)F)C)=O)C(=O)OCC